O.OC(C)(C)C=1N=C(NC1C(=O)OCC)CCC ethyl 4-(1-hydroxy-1-methylethyl)-2-propylimidazole-5-carboxylate monohydrate